5-(2-(5-methyl-2-(p-tolyl)piperidin-1-yl)-2-oxoacetamido)nicotinamide CC1CCC(N(C1)C(C(=O)NC=1C=NC=C(C(=O)N)C1)=O)C1=CC=C(C=C1)C